NC1=C(C=CC=C1)N1CCN(CC1)C=1C(=NC(=C(N1)C)SC1=C(C(=NC=C1)Cl)Cl)CO (3-(4-(2-aminophenyl)piperazin-1-yl)-6-((2,3-dichloropyridin-4-yl)thio)-5-methylpyrazin-2-yl)methanol